2,3,5,6-tetrafluoro-4-difluoromethoxyaniline FC1=C(N)C(=C(C(=C1F)OC(F)F)F)F